(5'S,7a'R)-3-(4-fluoro-3-methylphenoxy)-5'-phenyltetrahydro-3'H-spiro[cyclobutane-1,2'-pyrrolo[2,1-b][1,3]oxazol]-3'-one FC1=C(C=C(OC2CC3(C(N4[C@H](O3)CC[C@H]4C4=CC=CC=C4)=O)C2)C=C1)C